C(C1=CC=CC=C1)OC1=NC(=CC=C1N1CCCC2=C(C=CC=C12)N1CCC(CC1)=O)OCC1=CC=CC=C1 1-[1-(2,6-dibenzyloxy-3-pyridyl)-3,4-dihydro-2H-quinolin-5-yl]piperidin-4-one